methyl (1S,3S,4R)-2-((R)-1-phenylethyl)-2-azabicyclo[2.2.1]hept-5-ene-3-carboxylate C1(=CC=CC=C1)[C@@H](C)N1[C@@H]2C=C[C@H]([C@H]1C(=O)OC)C2